CC(C(=O)O)CC alpha-methylbutyric acid